C1(CC1)C([C@H](NC(=O)C1=CC=NN1CC)C=1N=C2N(N=CC(=C2)CC2(C(NC[C@@H](C2)C(F)(F)F)=O)C(=O)OC)C1)C1CC1 methyl (5R)-3-((2-((S)-2,2-dicyclopropyl-1-(1-ethyl-1H-pyrazole-5-carboxamido)ethyl)imidazo[1,2-b]pyridazin-7-yl)methyl)-2-oxo-5-(trifluoromethyl)piperidine-3-carboxylate